NCC1=CC(=CS1)C(=N)NC(OCC1=CC=CC=C1)=O benzyl ((5-(aminomethyl)thiophen-3-yl)(imino)methyl)carbamate